3-[[4-(4-bromophenyl)-1,3-thiazol-2-yl]diazenyl]-1H-indol-2-ol BrC1=CC=C(C=C1)C=1N=C(SC1)N=NC1=C(NC2=CC=CC=C12)O